C1(=CC=CC2=CC=CC=C12)C1=C(C=CC(=C1)N(C1=CC=CC=C1)C1=CC=CC=C1)C1=CC=C(C=C1)N 1-naphthyl-N,N-diphenyl-(1,1'-biphenyl)-4,4'-diamine